FC=1C=NN2C1C(=NC(=C2)C=2C=NN(C2)C)O[C@H]2C[C@H](CCC2)N(C(OC(C)(C)C)=O)C tert-butyl ((1S,3R)-3-((3-fluoro-6-(1-methyl-1H-pyrazol-4-yl)pyrazolo[1,5-a]pyrazin-4-yl)oxy)cyclohexyl)(methyl)carbamate